(2r,3r,4r,5r)-2-(((tert-butyldiphenylsilyl) oxy) methyl)-5-(4-chloro-5-iodo-7H-pyrrolo[2,3-d]pyrimidin-7-yl)-3-methyltetrahydrofuran-3,4-diyldiacetate [Si](C1=CC=CC=C1)(C1=CC=CC=C1)(C(C)(C)C)OC[C@@H]1O[C@H]([C@@H]([C@]1(CC(=O)[O-])C)CC(=O)[O-])N1C=C(C2=C1N=CN=C2Cl)I